ClC1=C(C=CC(=C1)C(F)(F)F)NC(CN1C=2N(C(C(=C1CC)N1CCNCC1)=O)N=C(N2)C=2CCOCC2)=O N-(2-chloro-4-(trifluoromethyl)phenyl)-2-(2-(3,6-dihydro-2H-pyran-4-yl)-5-ethyl-7-oxo-6-(piperazin-1-yl)-[1,2,4]triazolo[1,5-a]pyrimidin-4(7H)-yl)acetamide